C(C)(C)(C)OC(=O)N1[C@@H]([C@H]2[C@H]3C=C[C@@H]([C@H]2C1)C3(OC)OC)C(=O)O (1R,2R,3S,6S,7S)-4-(tert-butoxycarbonyl)-10,10-dimethoxy-4-azatricyclo[5.2.1.0^{2,6}]dec-8-ene-3-carboxylic acid